6-((2-chloro-4-methoxy-1H-benzo[d]imidazol-1-yl)methyl)nicotinonitrile ClC1=NC2=C(N1CC1=NC=C(C#N)C=C1)C=CC=C2OC